CN(/C=C/C(=O)C1=C(C=CC2=CC=CC=C12)O)C (E)-3-(dimethylamino)-1-(2-hydroxynaphthalene-1-yl)prop-2-en-1-one